1-(4-methoxybenzyl)-6-methyl-1H-indole-2-carboxylic acid COC1=CC=C(CN2C(=CC3=CC=C(C=C23)C)C(=O)O)C=C1